(S)-N-(4-(3-aminopiperidin-1-yl)-5-(1-(1-methoxy-2-methylpropan-2-yl)-1H-pyrazol-4-yl)pyridin-2-yl)-2-(2-fluoro-6-methoxyphenyl)pyrimidin-4-amine hydrochloride Cl.N[C@@H]1CN(CCC1)C1=CC(=NC=C1C=1C=NN(C1)C(COC)(C)C)NC1=NC(=NC=C1)C1=C(C=CC=C1OC)F